FC=1C=C(C=CC1)C=1C2=C(C(=NC1)OC)N=C(S2)[NH-] [7-(3-fluoro-phenyl)-4-methoxy-thiazolo[4,5-c]pyridin-2-yl]-amid